C(#N)C=1C=C(C=NC1)S(=O)(=O)N(C(C(F)(F)F)C1=CC(=C(C=C1)C(F)(F)F)C)CC 5-cyano-N-ethyl-N-(2,2,2-trifluoro-1-(3-methyl-4-(trifluoromethyl)phenyl)ethyl)pyridine-3-sulfonamide